Cl.COC([C@@H](NC)C1(CC1)OC)=O (2S)-2-(1-methoxycyclopropyl)-2-(methylamino)acetic acid methyl ester hydrochloride